NC1=C2C=C(C=NC2=C(C=C1C(=O)C=1C2=CN(N=C2C(=CC1)F)C1OCCCC1)Br)F (5-amino-8-bromo-3-fluoroquinolin-6-yl)-[7-fluoro-2-(oxan-2-yl)indazol-4-yl]methanone